FC=1C=C(C=CC1)C#CC=1C=C2CCC(C2=CC1)N1[C@H](CCCC1)C(=O)O (2R)-1-(5-((3-fluorophenyl)ethynyl)-2,3-dihydro-1H-inden-1-yl)piperidine-2-carboxylic acid